trans-4-(pyrimidin-5-ylmethyl)cyclohexanecarboxylic acid N1=CN=CC(=C1)C[C@@H]1CC[C@H](CC1)C(=O)O